NC(C)C1=C2C=C(C(=NC2=CC(=C1)C)C#N)C1=CC=C(C=C1)C1(COC1)OCCOC 5-(1-aminoethyl)-3-(4-(3-(2-methoxyethoxy)oxetan-3-yl)phenyl)-7-methylquinoline-2-carbonitrile